(R)-4-((6'-Chloro-3-fluoro-5-(2-hydroxypropan-2-yl)-[2,3'-bipyridin]-4'-yl)amino)butan-2-ol ClC1=CC(=C(C=N1)C1=NC=C(C=C1F)C(C)(C)O)NCC[C@@H](C)O